C(C1=CC=CC=C1)OC(=O)C=1C=C(C=CC1OC)B(O)O (3-((benzyloxy)carbonyl)-4-methoxyphenyl)boronic acid